FC=1C(=C2C(C(=CN(C2=NC1N1CC(C1)NOC)C=1SC=CN1)C(=O)O)=O)C 6-fluoro-7-[3-(methoxyamino)azetidin-1-yl]5-methyl-4-oxo-1-(1,3-thiazol-2-yl)-1,4-dihydro-1,8-naphthyridine-3-carboxylic acid